(R)-6,7-dichloro-3-methyl-2-(pyrrolidin-3-yl)quinazolin-4(3H)-one trifluoroacetic acid salt FC(C(=O)O)(F)F.ClC=1C=C2C(N(C(=NC2=CC1Cl)[C@H]1CNCC1)C)=O